C(#C)OCCO 2-ethynoxyethanol